FC(C(=O)O)(F)F.FC(C1=C2C(=NC=C1)C(=CS2)C(=O)N)(F)F 7-(trifluoromethyl)thieno[3,2-b]pyridine-3-carboxamide trifluoroacetate